C(C)(C)(C)OC(=O)N1[C@H]2[C@@H](C[C@@H]1CC2)O (1R,2R,4S)-2-hydroxy-7-azabicyclo[2.2.1]heptane-7-carboxylic acid tert-butyl ester